O=C1N(C(CC1)=O)OC(=O)CCCCCCCC Octane-8-carboxylic acid 2,5-dioxopyrrolidin-1-yl ester